COC1=NC2=CC=C(C=C2C=C1)C=1C2=C(C(N(C1)C)=O)N(C=C2)S(=O)(=O)C2=CC=C(C)C=C2 4-(2-methoxyquinolin-6-yl)-6-methyl-1-tosyl-1H-pyrrolo[2,3-c]pyridin-7(6H)-one